C(CCC)[C@@H]1NS(C2=C(N(C1)C1=CC=C(C=C1)F)C=C(C(=C2)OCC2CC2)SC)(=O)=O (S)-1-(((3-Butyl-5-(4-fluorophenyl)-7-(methylthio)-1,1-dioxido-2,3,4,5-tetrahydro-1,2,5-benzothiadiazepin-8-yl)oxy)methyl)cyclopropan